C(C=C)(=O)O.C(C=C)(=O)O.OCC(C(=O)O)(C)C hydroxypivalic acid diacrylate